C(C)(=O)N1C[C@H](OCC1)CN1C(=NC2=C1C=CC(=C2)C)C2=C(C=C(C=C2F)N2C(CCC2)=O)F 1-[4-(1-{[(2R)-4-acetylmorpholin-2-yl]methyl}-5-methyl-1H-1,3-benzodiazole-2-yl)-3,5-difluorophenyl]pyrrolidin-2-one